tert-butyl (2S,3S)-2-formyl-3-(((S)-1-methoxy-3-methyl-1-oxobutan-2-yl)(methyl)carbamoyl)pyrrolidine-1-carboxylate C(=O)[C@H]1N(CC[C@@H]1C(N(C)[C@H](C(=O)OC)C(C)C)=O)C(=O)OC(C)(C)C